N-{[(2S)-4,4-difluorooxolan-2-yl]methyl}-2-{[(2S)-1,4-dioxan-2-yl]methyl}-8-(trifluoromethyl)-4,5-dihydro-2H-furo[2,3-g]indazole-7-carboxamide FC1(C[C@H](OC1)CNC(=O)C1=C(C2=C(CCC3=CN(N=C23)C[C@@H]2OCCOC2)O1)C(F)(F)F)F